CN1C[C@H](CC1=O)OC(=O)N1CCN(CC1)C1=NC=2N(C=C1F)N=CC2C=2C(=NC=CC2)OC2CC2 [(3S)-1-methyl-5-oxo-pyrrolidin-3-yl]-4-[3-[2-(cyclopropoxy)-3-pyridyl]-6-fluoro-pyrazolo[1,5-a]pyrimidin-5-yl]piperazine-1-carboxylate